C(C)C(CO)(CCCCCCCC(CO)(C)CC)C 2,10-diethyl-2,10-dimethyl-1,11-undecanediol